ClC1=CNC2=CC=CC=C2C1=O 3-chloro-1H-quinolin-4-one